[Na].FC1=C(C(=O)N)C=CC=C1 2-fluorobenzamide sodium